IC1=NNC2=CN=C(C=C21)OC 3-iodo-5-methoxy-1H-pyrazolo[3,4-c]Pyridine